CC1=NNC=C1C=1C=C2C=CN(C(C2=CC1)=O)CC=1C=C(C(=O)NCCC2=NC=CC=C2)C=CC1 3-((6-(3-Methyl-1H-pyrazol-4-yl)-1-oxoisoquinolin-2(1H)-yl)methyl)-N-(2-(pyridin-2-yl)ethyl)benzamide